FC=1C=2CCCC2C(=C2CCCC12)NC(=O)NS(=O)(=O)C1=CC2=C(O1)C1CCC(C2O)C1 N-((8-fluoro-1,2,3,5,6,7-hexahydro-s-indacen-4-yl)carbamoyl)-4-hydroxy-5,6,7,8-tetrahydro-4H-5,8-methanocyclohepta[b]furan-2-sulfonamide